OC(CCN1C(N(C2=C1C=CC=C2)CCC(C)(O)C)=O)(C)C 1,3-bis(3-hydroxy-3-methylbutyl)-1,3-dihydro-2H-benzo[d]imidazol-2-one